N-[(3,5-dimethoxyphenyl)methyl]-6-methyl-4-[(1-methylcyclopropyl)amino]furo[2,3-d]pyrimidine-5-carboxamide COC=1C=C(C=C(C1)OC)CNC(=O)C1=C(OC=2N=CN=C(C21)NC2(CC2)C)C